N(=[N+]=[N-])[C@](C)(C1CCC1)C1=CN=C(C2=CN=C(C=C12)Cl)OC1CC1 (R)-4-(1-azido-1-cyclobutylethyl)-6-chloro-1-cyclopropoxy-2,7-naphthyridine